C1(CC1)CN1C(=CC2=CC(=CC(=C12)C1CCN(CC1)C(=O)OC(C)(C)C)F)C=O tert-Butyl 4-(1-(cyclopropylmethyl)-5-fluoro-2-formyl-1H-indol-7-yl)piperidine-1-carboxylate